N-(2-methoxyethyl)-4-[6-{[1-(2-methylpropyl)-1H-pyrazolo[4,3-c]pyridin-6-yl]amino}-2-(pyrrolidin-1-yl)pyrimidin-4-yl]piperazine-1-carboxamide COCCNC(=O)N1CCN(CC1)C1=NC(=NC(=C1)NC1=CC2=C(C=N1)C=NN2CC(C)C)N2CCCC2